O=C(CNC(C1=CC(=CC=C1)C(F)(F)F)=O)N1CC2(CC1)CN(CC2)C2CCC(CC2)(C2=CN=CS2)O N-(2-oxo-2-{7-[(4s)-4-hydroxy-4-(1,3-thiazol-5-yl)cyclohexyl]-2,7-diazaspiro[4.4]nonan-2-yl}ethyl)-3-(trifluoromethyl)benzamide